(chlorooctyl)(triethoxy)silane ClCCCCCCCC[Si](OCC)(OCC)OCC